(((((disulfanediylbis(ethane-2,1-diyl))bis(piperidine-1,4-diyl))bis(ethane-2,1-diyl))bis(oxy))bis(2-oxoethane-2,1-diyl))bis(4,1-phenylene) bis(4,4-bis(((Z)-oct-5-en-1-yl)oxy)butanoate) C(CCC\C=C/CC)OC(CCC(=O)OC1=CC=C(C=C1)CC(=O)OCCC1CCN(CC1)CCSSCCN1CCC(CC1)CCOC(CC1=CC=C(C=C1)OC(CCC(OCCCC\C=C/CC)OCCCC\C=C/CC)=O)=O)OCCCC\C=C/CC